FC1=C(C=CC(=C1)CNC1=C2C(=NC=N1)N(N=C2)C)S(=O)(=O)N 2-Fluoro-4-(((1-methyl-1H-pyrazolo[3,4-d]pyrimidin-4-yl)amino)methyl)-benzenesulfonamide